2-fluoro-4,10-dimethoxy-3-(3-methylpiperazin-1-yl)-5-cyclopropyl-5H-indolo[3,2-c]quinoline FC=1C=C2C=3C(=CN(C2=C(C1N1CC(NCC1)C)OC)C1CC1)C1=CC=CC(=C1N3)OC